N-(2-hydroxy-3-(3-(bis(trimethylsilyloxy)methylsilyl)propyloxy)propyl)acrylamide OC(CNC(C=C)=O)COCCC[SiH2]C(O[Si](C)(C)C)O[Si](C)(C)C